C(C)(C)(C)N(C(O)=O)[C@H](C(=O)NCCC1=CC=C(C=C1)C1=CC(=C(C=C1)Cl)Cl)CCCC.ClC1=CC=C(C=C1)CC 1-(4-chlorophenyl)ethane (S)-tert-butyl-(1-((2-(3',4'-dichloro-[1,1'-biphenyl]-4-yl)ethyl)amino)-1-oxohexan-2-yl)carbamate